ClC=1C=NC=C(C1NC(C1=CC(=C(C=C1)OC(F)F)OC(F)F)=O)Cl N-(3,5-dichloropyridine-4-yl)-3,4-bis-difluoromethoxybenzamide